COC(=O)C1=CC2=C(N=CS2)C(=C1)[C@@H]1COCC1 4-[(3R)-oxolan-3-yl]-1,3-benzothiazole-6-carboxylic acid methyl ester